5-chloro-N-(4-chloro-2-fluoro-5-nitrophenyl)-2-hydroxybenzamide ClC=1C=CC(=C(C(=O)NC2=C(C=C(C(=C2)[N+](=O)[O-])Cl)F)C1)O